The molecule is an aromatic amide obtained by formal condensation of the carboxy group of 3-(difluoromethyl)-1-methylpyrazole-4-carboxylic acid with the amino group of 9-(dichloromethylene)-1,2,3,4-tetrahydro-1,4-methanonaphthalen-5-amine. It is an aromatic amide, an organochlorine compound, an organofluorine compound, a member of pyrazoles, an olefinic phospholipid and a bridged compound. CN1C=C(C(=N1)C(F)F)C(=O)NC2=CC=CC3=C2C4CCC3C4=C(Cl)Cl